BrC=1C=C(C2=CN(N=C2C1Cl)[C@@H](C(=O)OCC)C1=C2N(C=N1)CCC2)Cl |r| ethyl (2RS)-2-(6-bromo-4,7-dichloro-indazol-2-yl)-2-(6,7-dihydro-5H-pyrrolo[1,2-c]imidazol-1-yl)acetate